7-ethyl-3-methylundecane C(C)C(CCCC(CC)C)CCCC